1,4-di(2-hydroxyethoxy)-2,3,5,6-Tetrachlorobenzene OCCOC1=C(C(=C(C(=C1Cl)Cl)OCCO)Cl)Cl